(8-(4-Chlorophenyl)-1-(5-cyano-2-methylphenyl)-3-methyl-1,3-dihydro-2H-imidazo[4,5-c]quinolin-2-ylidene)sulfonamide ClC1=CC=C(C=C1)C1=CC=2C3=C(C=NC2C=C1)N(C(N3C3=C(C=CC(=C3)C#N)C)=NS(=O)=O)C